4-(4-methoxybenzyl)pyrazolo[1,5-a]pyrido[4,3-e]pyrimidin-5(4H)-one COC1=CC=C(CN2C=3N(C4=C(C2=O)C=CN=C4)N=CC3)C=C1